3-{[(1r)-1-benzyl-2-sulfanylethyl]amino}-3-oxopropanoic acid C(C1=CC=CC=C1)[C@H](CS)NC(CC(=O)O)=O